COC1=C(C(=CC=C1)OC)N1C(=NN=C1C=1C=NC=CC1)NS(=O)(=O)[C@H]([C@@H](C1=NC=C(C=N1)F)OCC)C (1R,2S)-N-(4-(2,6-dimethoxyphenyl)-5-(3-pyridinyl)-4H-1,2,4-triazol-3-yl)-1-ethoxy-1-(5-fluoro-2-pyrimidinyl)-2-propanesulfonamide